dimethyl 4-aminobenzene-1,2-dicarboxylate NC=1C=C(C(=CC1)C(=O)OC)C(=O)OC